C1=CC=CC=2C3=CC=CC=C3N(C12)C1=C(C(=C(C(=N1)N1C2=CC=C(C=C2C=2C=C(C=CC12)C#N)C#N)N1C2=CC=C(C=C2C=2C=C(C=CC12)C#N)C#N)C1=CC=CC2=C1SC1=C2C=CC=C1)N1C2=CC=C(C=C2C=2C=C(C=CC12)C#N)C#N 9,9',9''-(6-(9H-carbazol-9-yl)-4-(dibenzo[b,d]thiophen-4-yl)pyridine-2,3,5-triyl)tris(9H-carbazole-3,6-dicarbonitrile)